CN(CCCC(=O)OC(CCCC(=O)OCCCCC(CCCCCCCC)CCCCCCCC)CCCCCCC)C 5-Octyltridecyl 5-((4-(Dimethylamino)Butanoyl)Oxy)Dodecanoate